Strontium-Gallium-Magnesium [Mg].[Ga].[Sr]